SC1=NC(=C(C(N1C)=O)C1=CC=CC=C1)O 2-sulfanyl-6-hydroxy-3-methyl-5-phenyl-pyrimidin-4-one